3,9-dimethyl-dodecan-6-ol CC(CC)CCC(CCC(CCC)C)O